CC1=C(C(=CC=C1)C)NC(CN1CCN(CC1)C[C@H](COC1=C(C=CC=C1)OC)O)=O |r| (±)-N-(2,6-dimethylphenyl)-4-[2-hydroxy-3-(2-methoxyphenoxy)-propyl]-1-piperazineacetamide